1-cyclopentene C1=CCCC1